C[Si](OC(CC(=O)[O-])=CC)(C)C 3-trimethylsilyloxy-pent-3-enoate